C[C@@]12CC[C@H]3[C@]([C@@]14[C@H](O4)C(=O)O[C@H]2C5=COC=C5)(C(=O)C[C@@H]6[C@@]37COC(=O)C[C@@H]7OC6(C)C)C The molecule is a limonoid, an epoxide, a hexacyclic triterpenoid, a member of furans, an organic heterohexacyclic compound and a lactone. It has a role as a metabolite, an inhibitor and a volatile oil component.